N-(6-(5-chloro-6-fluoro-7-(tetrahydrofuran-2-yl)-1H-indazol-4-yl)imidazo[1,2-a]pyrazin-2-yl)-2-fluorocyclopropane-1-carboxamide ClC=1C(=C2C=NNC2=C(C1F)C1OCCC1)C=1N=CC=2N(C1)C=C(N2)NC(=O)C2C(C2)F